C(C)(=O)N1CCN(CC1)CC1=CC=C(C=C1)C=1C=NC=2C=CN3C(C2C1)=NC(=C3C(=O)N)C3=C(C=CC=C3Cl)Cl 9-(4-((4-Acetylpiperazin-1-yl)methyl)phenyl)-2-(2,6-dichlorophenyl)imidazo[2,1-f][1,6]naphthyridine-3-carboxamide